O(C1=CC=CC=C1)C1=CC=C(C=C1)NC1CCC(CC1)NC(OC(C)(C)C)=O tert-butyl (4-((4-phenoxyphenyl)amino)cyclohexyl)carbamate